ClC1=C(C=C(C(=C1)S(N(C=1SC=CN1)CC1=CC=C(C=C1)OC)(=O)=O)F)N1C[C@@H](CC1)CNC(OC(C)(C)C)=O tert-butyl (S)-((1-(2-chloro-5-fluoro-4-(N-(4-methoxybenzyl)-N-(thiazol-2-yl) sulfamoyl) phenyl)pyrrolidin-3-yl)methyl)carbamate